((2R,3R,4S,5R)-3,4,5,6-tetrakis(benzyloxy)tetrahydro-2H-pyran-2-yl)methanol C(C1=CC=CC=C1)O[C@@H]1[C@H](OC([C@@H]([C@H]1OCC1=CC=CC=C1)OCC1=CC=CC=C1)OCC1=CC=CC=C1)CO